CN1CCN(C2=CC(=C(C=C12)C=1C=NN(C1)C)C#N)C1=C2C=C(C(NC2=CC=C1)=O)C 1-methyl-7-(1-methyl-1H-pyrazol-4-yl)-4-(3-methyl-2-oxo-1,2-dihydroquinolin-5-yl)-1,2,3,4-tetrahydroquinoxaline-6-carbonitrile